(S)-4-methyl-2-(3-(3-(5-methyl-1,2,4-oxadiazol-3-yl)benzoylamino)butanoylamino)thiazole-5-carboxylic acid ethyl ester C(C)OC(=O)C1=C(N=C(S1)NC(C[C@H](C)NC(C1=CC(=CC=C1)C1=NOC(=N1)C)=O)=O)C